The molecule is the simplest member of the class of 7-hydroxyisoflavones that is isoflavone with a hydroxy substituent at position 7. It has a role as an EC 1.14.14.14 (aromatase) inhibitor and a metabolite. It is a conjugate acid of a 7-hydroxyisoflavone(1-). C1=CC=C(C=C1)C2=COC3=C(C2=O)C=CC(=C3)O